O1CCC(CC1)OC(=O)C1=C(NC=2CC(CC(C2C1C1=C(C(=C(C=C1)F)O)F)=O)C1=C(C=CC=C1)OC)C 4-(2,4-Difluoro-3-hydroxyphenyl)-7-(2-methoxyphenyl)-2-methyl-5-oxo-1,4,5,6,7,8-hexahydroquinoline-3-carboxylic acid tetrahydro-2H-pyran-4-yl ester